CN(C[C@@H](C)NC(=O)C1=NC=CC2=C(C=3N(C=4C=C(C=CC4C3C=C21)OCCCN2CCN(CC2)C)C)C)C (R)-N-(1-(dimethylamino)propan-2-yl)-5,6-dimethyl-8-(3-(4-methylpiperazin-1-yl)propoxy)-6H-pyrido[4,3-b]carbazole-1-carboxamide